[N+](=O)([O-])C1=CC=C(C=C1)OC([O-])=O (para-nitro-phenyl)-carbonate